di(2-ethylhexyl peroxy) dicarbonate C(=O)(OOOCC(CCCC)CC)OC(=O)OOOCC(CCCC)CC